CC1=CC(=CO1)C(=O)O 5-METHYLFURAN-3-CARBOXYLIC ACID